COC1=NC2=CC=CC=C2C=C1C=O methoxyquinoline-3-carboxaldehyde